[N-]1CNCC1 tetrahydroimidazolide